N1C=CC2=CC(=CC=C12)C1=C(C(=O)O)C=CC=C1 2-(1H-indol-5-yl)-benzoic acid